C12(CC(C1)C2)N2[C@@H](C=1NC3=CC=CC=C3C1C[C@H]2C)C2=CC=C(C=C2)NC2CN(C2)CC#C N-(4-((1R,3R)-2-(bicyclo[1.1.1]pentan-1-yl)-3-methyl-2,3,4,9-tetrahydro-1H-pyrido[3,4-b]indol-1-yl)phenyl)-1-(prop-2-yn-1-yl)azetidin-3-amine